C(C)OCC=1N(C2=C(C(=NC=3C=CC=CC23)NC(OCC2=CC(=CC(=C2)OC)OC)=O)N1)CC(C)(C)O 3,5-dimethoxybenzyl (2-(ethoxymethyl)-1-(2-hydroxy-2-methylpropyl)-1H-imidazo[4,5-c]quinolin-4-yl)carbamate